cobalt 1,4-naphthalenedicarboxylate C1(=CC=C(C2=CC=CC=C12)C(=O)[O-])C(=O)[O-].[Co+2]